C1(=CC=CC=C1)[Bi](OC(C1=CC(=CC=C1)Cl)=O)(OC(C1=CC(=CC=C1)Cl)=O)(C1=CC=CC=C1)C1=CC=CC=C1 triphenylbis(3-chlorobenzoyloxy)bismuth (V)